N,N-diaminopropyl-butylamine NN(N)C(CCC)CCC